FC1=C(C=CC(=C1)N1C(O[C@H](C1)CO)=O)C1=CC=C(C=C1)SC (5R)-3-[2-fluoro-4'-(methylsulfanyl)[1,1'-biphenyl]-4-yl]-5-(hydroxymethyl)-1,3-oxazolidin-2-one